trans-tert-butyl (4-((5-fluoro-4-(3-(5-methyl-2-oxopyridin-1(2H)-yl)phenyl)pyrimidin-2-yl)amino)cyclohexyl)carbamate FC=1C(=NC(=NC1)N[C@@H]1CC[C@H](CC1)NC(OC(C)(C)C)=O)C1=CC(=CC=C1)N1C(C=CC(=C1)C)=O